C[C@H]1N(C=2C(=NC=CC2C=2C1=NN(N2)C([2H])([2H])[2H])NC2=CC(=NC=C2C(CC([2H])([2H])[2H])=O)NC(=O)C2CC2)C |r| (R/S)-N-(4-((4,5-dimethyl-2-(methyl-d3)-4,5-dihydro-2H-[1,2,3]triazolo[4,5-c][1,7]naphthyridin-6-yl)amino)-5-(propanoyl-3,3,3-d3)pyridin-2-yl)cyclopropanecarboxamide